iron (III) tetrachloride [Fe-](Cl)(Cl)(Cl)Cl